CN1C(=NC2=C1C=C(C=C2C)C2=CC=C(C=C2)N2CCN(CC2)C2CCOCC2)C2=CC=C(C=C2)S(=O)(=O)C 1,4-Dimethyl-2-(4-(methylsulfonyl)phenyl)-6-(4-(4-(tetrahydro-2H-pyran-4-yl)piperazin-1-yl)phenyl)-1H-benzo[d]imidazol